ONC(=O)C(C(=O)NC1=CC=C(C=C1)CN1N=NC(=C1)CNC(C1=CC=C(C=C1)I)=O)CC(C)C N-[[1-[[4-[[2-(Hydroxycarbamoyl)-4-methyl-pentanoyl]amino]phenyl]methyl]triazol-4-yl]methyl]-4-iodo-benzamide